3-(2-chloro-4'-(3-oxo-2-azabicyclo[3.1.0]hexan-2-yl)-[1,1'-biphenyl]-3-yl)piperidine-2,6-dione ClC1=C(C=CC=C1C1C(NC(CC1)=O)=O)C1=CC=C(C=C1)N1C2CC2CC1=O